phenyl(biphenylyl)(biphenylyl)dibenzofuranyl[phenyl(biphenylyl)triazinyl]biphenyl tert-Butyl-3-((benzyloxy)amino)propanoate C(C)(C)(C)OC(CCNOCC1=CC=CC=C1)=O.C1(=CC=CC=C1)C1=C(C(=C(C(=C1C1=CC=CC=C1)C1=NN=NC(=C1C1=C(C=CC=C1)C1=CC=CC=C1)C1=CC=CC=C1)C1=CC=CC=2OC3=C(C21)C=CC=C3)C3=C(C=CC=C3)C3=CC=CC=C3)C3=C(C=CC=C3)C3=CC=CC=C3